NN1C(OCC1)=O 3-aminooxazolidin-2-one